FC1=C(C=C(C=C1)F)C(=NS(=O)C(C)(C)C)C=1C(N(C=CC1)C)=O N-((2,5-difluorophenyl)(1-methyl-2-oxo-1,2-dihydropyridin-3-yl)methylene)-2-Methylpropane-2-sulfinamide